COC=1C(=NC=CC1)C1=C2C=C(N=CC2=C(N=C1)NC)NC(C)=O N-(5-(3-methoxypyridin-2-yl)-8-(methylamino)-2,7-naphthyridin-3-yl)acetamide